2-(5-(2-(3-(methoxymethyl)azetidin-1-yl)ethyl)-2-oxo-4-(trifluoromethyl)pyridin-1(2H)-yl)-4-methylpentanoic acid COCC1CN(C1)CCC=1C(=CC(N(C1)C(C(=O)O)CC(C)C)=O)C(F)(F)F